2-(4-fluorophenyl-2,3,5,6-d4)-5-methylpiperidine FC1=C(C(=C(C(=C1[2H])[2H])C1NCC(CC1)C)[2H])[2H]